trimercapto-propionic acid SC(CC(=O)O)(S)S